bis(4-hydroxy-3-methylphenyl)sulfone OC1=C(C=C(C=C1)S(=O)(=O)C1=CC(=C(C=C1)O)C)C